C1(=CC(=CC(=C1)C)C)N=C=O 3,5-xylylisocyanate